1-carboxy-1-methylethoxyammonium chloride [Cl-].C(=O)(O)C(C)(O[NH3+])C